9,9',9''-(6-(3,6-diphenyl-9H-carbazol-9-yl)-[4,4'-bipyridine]-2,3,5-triyl)tris(3,6-dimethyl-9H-carbazole) C1(=CC=CC=C1)C=1C=CC=2N(C3=CC=C(C=C3C2C1)C1=CC=CC=C1)C1=C(C(=C(C(=N1)N1C2=CC=C(C=C2C=2C=C(C=CC12)C)C)N1C2=CC=C(C=C2C=2C=C(C=CC12)C)C)C1=CC=NC=C1)N1C2=CC=C(C=C2C=2C=C(C=CC12)C)C